ClC=1C=C(C(=O)NCC2=C3C=NNC3=CC=C2)C=CC1C(F)F 3-Chloro-4-(difluoromethyl)-N-(1H-indazol-4-ylmethyl)benzamid